BrCC1=CC(=C(C(=O)O)C=C1)Cl 4-(bromomethyl)-2-chlorobenzoic acid